N[C@@H]1CN(CCC1)C1=CC(=NC=C1C#CC1CCOCC1)NC1=NC(=NC=C1)C1=C(C=CC=C1OC)F (S)-N-(4-(3-aminopiperidin-1-yl)-5-((tetrahydro-2H-pyran-4-yl)ethynyl)pyridin-2-yl)-2-(2-fluoro-6-methoxyphenyl)pyrimidin-4-amine